NC=1C2=C(N=CN1)N(C=C2C2=CC=C(C=C2)NS(=O)(=O)CC)[C@@H]2S[C@@H]([C@H]1OC(O[C@H]12)(C)C)CO[Si](C1=CC=CC=C1)(C1=CC=CC=C1)C(C)(C)C N-(4-(4-amino-7-((3aR,4R,6R,6aS)-6-(((tert-butyldiphenylsilyl)oxy)methyl)-2,2-dimethyl-Tetrahydrothieno[3,4-d][1,3]dioxol-4-yl)-7H-pyrrolo[2,3-d]pyrimidin-5-yl)phenyl)ethanesulfonamide